3-chloro-4-[(3,5-difluoropyridin-2-yl)methoxy]-2'-[6-(1,2-dihydroxypropan-2-yl)pyridin-2-yl]-5',6-dimethyl-[1,4'-bipyridin]-2-one ClC=1C(N(C(=CC1OCC1=NC=C(C=C1F)F)C)C1=CC(=NC=C1C)C1=NC(=CC=C1)C(CO)(C)O)=O